{1-[4-(2-cyclobutoxy-thiazol-4-yl)-2,6-difluoro-phenyl]-pyrrolidin-3-yl}-acetic acid ethyl ester C(C)OC(CC1CN(CC1)C1=C(C=C(C=C1F)C=1N=C(SC1)OC1CCC1)F)=O